BrC1=CC=C(C=C1)NCC1=C(C=CC=C1)OC1=NC(=CC(=N1)OC)OC N-(4-bromophenyl)-2-[(4,6-dimethoxy-2-pyrimidinyl)oxy]benzenemethanamine